C12C(CC(CC1)C2)NC2=NC(=NC(=N2)NC=2SC1=C(N2)C=CC(=C1)Cl)NC1CNCC1 N2-(bicyclo[2.2.1]heptan-2-yl)-N4-(6-chlorobenzo-[d]thiazol-2-yl)-N6-(pyrrolidin-3-yl)-1,3,5-triazine-2,4,6-triamine